OC[C@H]1CC2[C@H](C(OC=3C=C(C=C(C23)O)C(C)(CCCCCC)C)(C)C)CC1 (6Ar,9R)-9-(hydroxymethyl)-6,6-dimethyl-3-(2-methyloctan-2-yl)-6a,7,8,9,10,10a-hexahydrobenzo[c]chromen-1-ol